10-(4-(4,6-diphenyl-l-1,3,5-triazine-2-yl)phenyl)-10H-phenoxazine C1(=CC=CC=C1)C1=NC(=NC(=N1)C1=CC=CC=C1)C1=CC=C(C=C1)N1C2=CC=CC=C2OC=2C=CC=CC12